C(C1=CC=CC=C1)NC1=NN2C(S1)=NC=C2C=2C=NC=CC2 N-benzyl-5-(3-pyridyl)imidazo[2,1-b][1,3,4]thiadiazol-2-amine